(S)-3-(4-((allyloxy)carbonyl)phenyl)-2-aminopropanoic acid C(C=C)OC(=O)C1=CC=C(C=C1)C[C@@H](C(=O)O)N